FC=1C=CC(=C(C(=O)N(C)C(C)C)C1)N1C=C(C=2C1=CN=CC2)[C@@H]2CC[C@H](CC2)O 5-fluoro-2-(3-(trans-4-hydroxycyclohexyl)-1H-pyrrolo[2,3-c]pyridin-1-yl)-N-isopropyl-N-methylbenzamide